7,7-dimethyl-5-octenoic acid CC(C=CCCCC(=O)O)(C)C